CC1=C2C=C(NC2=CC=C1)C(=O)C=1NC2=CC=CC(=C2C1)NC(OC(C)(C)C)=O tert-Butyl (2-(4-methyl-1H-indole-2-carbonyl)-1H-indol-4-yl)carbamate